CN1N=CC(=C1)C=1C=CC(=NC1)O 5-(1-Methyl-1H-pyrazol-4-yl)pyridin-2-ol